2-(1-(4-(Hexylthio)phenyl)ethylidene)hydrazine-1-carboximidamide C(CCCCC)SC1=CC=C(C=C1)C(C)=NNC(N)=N